C(#N)C1=CC=C(C(=O)N[C@H](C(N2CCN(CC2)CC(F)(F)F)=O)CCCN[C@H]2[C@@H](C2)C2=CC=C(C=C2)F)C=C1 4-cyano-N-[(2S)-5-[[(1R,2S)-2-(4-fluorophenyl)cyclopropyl]amino]-1-oxo-1-[4-(2,2,2-trifluoroethyl)piperazin-1-yl]pentan-2-yl]benzamide